ClC1=CC(=NC=C1)NC=1C=NN(C1)C 4-chloro-N-(1-methyl-1H-pyrazol-4-yl)pyridin-2-amine